C(C)N1C=CC2=CC=C(C=C12)C=1C=C(C=CC1)/C=C/C(=O)OCC ethyl (E)-3-(3-(1-ethyl-1H-indol-6-yl)phenyl)acrylate